8-iodo-6-phenylnaphtho[2,1-b]benzofuran IC1=CC=CC=2C3=C(OC21)C(=CC=2C=CC=CC23)C2=CC=CC=C2